3-(1-(2,6-dichlorobenzyl)hydrazinyl)pyridine ClC1=C(CN(N)C=2C=NC=CC2)C(=CC=C1)Cl